1-(4-HYDROXYPHENYL)-2-BROMOETHANONE OC1=CC=C(C=C1)C(CBr)=O